(R)-1-(2-(2-(methoxymethyl)pyrrolidin-1-yl)benzo[d]oxazol-6-yl)-Ethyl 4-oxo-6-(4-(pyridin-1-yl)phenyl)-1,4-dihydropyridine-3-carboxylate O=C1C(=CNC(=C1)C1=CC=C(C=C1)N1CC=CC=C1)C(=O)O[C@H](C)C1=CC2=C(N=C(O2)N2C(CCC2)COC)C=C1